OC(C)C1=CC=C(S1)CN(C(OC(C)(C)C)=O)C tert-butyl ((5-(1-hydroxyethyl)thiophen-2-yl)methyl)(methyl)carbamate